C(CCC)(=O)NC1=CNC=C1 3-butyrylaminopyrrole